6-bromo-8-iodo-3-methylimidazo[1,2-a]pyridine-7-carbonitrile BrC=1C(=C(C=2N(C1)C(=CN2)C)I)C#N